gluconamide O=C([C@H](O)[C@@H](O)[C@H](O)[C@H](O)CO)N